1-(3-methyl-[1,2,4]triazolo[4,3-a]pyrazin-8-yl)-N-(oxazol-5-ylmethyl)methylamine CC1=NN=C2N1C=CN=C2CNCC2=CN=CO2